C1(=CC=CC=C1)C1(C2=CC=CC=C2C=2C=CC=CC12)C1=CC=C(C=C1)C=1C=CC=C2C3=CC=CC=C3OC12 6-[4-(9-phenyl-9H-fluoren-9-yl)phenyl]-8-oxatricyclo[7.4.0.02,7]trideca-1(13),2,4,6,9,11-hexaene